CS(=O)(=O)C=1C=C(C=CC1)CN1CCC2(CN(C2)C(CC[C@H]2NC(OC2)=O)=O)CC1 (4R)-4-[3-[7-[(3-Methyl-sulfonylphenyl)methyl]-2,7-diazaspiro[3.5]nonan-2-yl]-3-oxo-propyl]oxazolidin-2-one